BrC1=CC=2N3C=CC(=NC3=NC2C=C1)C(=O)OCC Ethyl 4-bromo-1,8,10-triazatricyclo[7.4.0.02,7]trideca-2(7),3,5,8,10,12-hexaene-11-carboxylate